dimethyl-mercaptotin C[Sn](S)C